(R)-5-ethynyl-2-(4-cyclobutyl-6-((1-methylpiperidin-3-yl)amino)pyridazin-3-yl)phenol C(#C)C=1C=CC(=C(C1)O)C=1N=NC(=CC1C1CCC1)N[C@H]1CN(CCC1)C